[As].[Ge].[Sn].CC1=C(C=CC(=N1)CO)C=1SC(=CN1)C1=NC(=NC=C1C(F)(F)F)NC1CCN(CC1)S(=O)(=O)C [6-Methyl-5-[5-[2-[(1-methylsulfonylpiperidin-4-yl)amino]-5-(trifluoromethyl)pyrimidin-4-yl]-1,3-thiazol-2-yl]pyridin-2-yl]methanol tin-germanium-arsenic